C(C)N1C=NC2=C1N=NC=C2C2=CC(=C(C=C2)F)C2=C(C=1N(C=C2)C(=CN1)C)COC 7-Ethyl-4-(4-fluoro-3-(8-(methoxymethyl)-3-methylimidazo[1,2-a]pyridin-7-yl)phenyl)-7H-imidazo[4,5-c]pyridazine